NC1=NC=2C=C(C(=CC2C2=C1C=NN2C)C(=O)N(C)[C@@H]2COC1=C2C=CC(=C1)C#CC=1C=NN(C1)C(F)F)Cl (S)-4-amino-7-chloro-N-(6-((1-(difluoromethyl)-1H-pyrazol-4-yl)ethynyl)-2,3-dihydrobenzofuran-3-yl)-N,1-dimethyl-1H-pyrazolo[4,3-c]quinoline-8-carboxamide